tert-butyl (1R,5S)-9-(3,3-dimethylbutanoyl)-3-oxa-7,9-diazabicyclo[3.3.1]nonane-7-carboxylate CC(CC(=O)N1[C@H]2COC[C@@H]1CN(C2)C(=O)OC(C)(C)C)(C)C